CCCCC/C=C\\C=C\\C(=O)OCC The molecule is a fatty acid ethyl ester resulting from the formal condensation of the carboxy group of (2E,4E)-deca-2,4-dienoic acid with the hydroxy group of ethanol. It has a role as a plant metabolite, a flavouring agent, a fragrance and a kairomone. It derives from a (2E,4E)-deca-2,4-dienoic acid.